ClC1=NC=C(C(=N1)NCC1=C(C=CC=C1OC)OC)C(=O)N 2-chloro-4-[(2,6-dimethoxybenzyl)amino]pyrimidin-5-carboxamide